N1-(Cyclopropylmethyl)-N1-(3-((2-(4-methoxyphenyl)quinolin-4-yl)amino)propyl)-N3,N3-dimethylpropane-1,3-diamine C1(CC1)CN(CCCN(C)C)CCCNC1=CC(=NC2=CC=CC=C12)C1=CC=C(C=C1)OC